CC(CCCCCCCCCCCCCCCC)OC(C)CCCCCCCCCCCCCCCC 2-octadecyl oxide